ClN1C(=C(C2=CC(=CC(=C12)F)C#N)C=1C=NNC1)C1=NN=C(N1)C(F)(F)F chloro-7-fluoro-3-(1H-pyrazol-4-yl)-2-(5-(trifluoromethyl)-4H-1,2,4-triazol-3-yl)-1H-indole-5-carbonitrile